tert-Butyl 2-Oxo-4-(3-(trifluoromethyl)phenylamino)-5,6-dihydropyridine-1(2H)-carboxylate O=C1N(CCC(=C1)NC1=CC(=CC=C1)C(F)(F)F)C(=O)OC(C)(C)C